N-(5-((1-methyl-1H-1,2,4-triazol-3-yl)ethynyl)-8-(methylamino)-2,7-naphthyridin-3-yl)cyclopropanecarboxamide CN1N=C(N=C1)C#CC1=C2C=C(N=CC2=C(N=C1)NC)NC(=O)C1CC1